METHYLPROPYLDISULPHIDE CSSCCC